2-(2'-hydroxy-3',5'-diisoamylphenyl)benzotriazole OC(CC=1C=C(C=C(C1)N1N=C2C(=N1)C=CC=C2)CCC(C)C)C(C)C